BOC-L-α-phenylglycine C(=O)(OC(C)(C)C)N[C@H](C(=O)O)C1=CC=CC=C1